5-(trifluoromethoxy)pyridin-2-yl (3'R)-5',5'-difluoro-4-methyl-2-oxo[1,3'-bipiperidine]-1'-carboxylate FC1(C[C@H](CN(C1)C(=O)OC1=NC=C(C=C1)OC(F)(F)F)N1C(CC(CC1)C)=O)F